N-(4-(2-amino-5-(1-(piperidin-4-yl)-1H-pyrazol-4-yl)pyridin-3-yl)-3-fluorophenyl)-5-(4-fluorophenyl)-1-methyl-6-(morpholine-4-carbonyl)-4-oxo-1,4-dihydropyridine-3-carboxamide NC1=NC=C(C=C1C1=C(C=C(C=C1)NC(=O)C1=CN(C(=C(C1=O)C1=CC=C(C=C1)F)C(=O)N1CCOCC1)C)F)C=1C=NN(C1)C1CCNCC1